IC(C(=O)O)(CCCCCCCC)CC1CCOCC1.ClC1=C(C=CC=C1)S(=O)(=O)CC1=CC=C(C=C1)C(=O)N1CCCCC1 (4-(((2-chlorophenyl)sulfonyl)methyl)phenyl)(piperidin-1-yl)methanone Iodo(tetrahydro-2H-pyran-4-yl)methyl-decanoate